C1(=CC=CC=C1)C=1C=C2C=C(N=CC2=CC1)C#N 6-phenylisoquinoline-3-carbonitrile